4-nitrophenyl (R)-3-(2-oxoazepan-1-yl)piperidine-1-carboxylate O=C1N(CCCCC1)[C@H]1CN(CCC1)C(=O)OC1=CC=C(C=C1)[N+](=O)[O-]